FC(C=1C=NC(=NC1)C=1C=C2C=CN=CC2=CC1)(F)F 6-(5-(trifluoromethyl)pyrimidin-2-yl)isoquinolin